3-bromo-5-[3-(1H-imidazol-4-yl)imidazo[1,2-a]pyrimidin-2-yl]-1H-1,2,4-triazole, trifluoroacetic acid salt FC(C(=O)O)(F)F.BrC1=NNC(=N1)C=1N=C2N(C=CC=N2)C1C=1N=CNC1